6-Bromo-3,3-dimethyl-3,4-dihydro-quinolin-2(1H)-one BrC=1C=C2CC(C(NC2=CC1)=O)(C)C